FC(C=1C=C(C=C(C1)C(F)(F)F)N1CC(CC1=O)C(=O)NCC1=NC(=NC=C1)NCC)(F)F 1-[3,5-bis(trifluoromethyl)phenyl]-N-[[2-(ethylamino)pyrimidine-4-yl]methyl]-5-oxopyrrolidine-3-carboxamide